FC=1C(=CC(=C(C#N)C1)C1=C(C=C2C(N(C(NC2=C1)=O)C1=CN=CC2=CC=CC=C12)=O)F)OC 5-fluoro-2-[6-fluoro-3-(4-isoquinolyl)-2,4-dioxo-1H-quinazolin-7-yl]-4-methoxy-benzonitrile